C(C)C(C(=O)OCCC1=NC=C2N1C=CC=C2)C2=NC=C1N2C=CC=C1 2-imidazo(1,5-a)pyridin-3-ylethanol Ethyl-2-(imidazo(1,5-a)pyridin-3-yl)acetate